(E)-N-(4-((4-([1,2,4]triazolo[1,5-a]pyridin-7-yloxy)-2-methoxy-5-methylphenyl)amino)-7-methoxyquinazolin-6-yl)-2-fluoro-4,4-dimethylpent-2-enamide N=1C=NN2C1C=C(C=C2)OC2=CC(=C(C=C2C)NC2=NC=NC1=CC(=C(C=C21)NC(/C(=C\C(C)(C)C)/F)=O)OC)OC